C(#N)C1=CC=C2C=CC(N(C2=C1)CC(=O)N)=O (7-cyano-2-oxoquinolin-1(2H)-yl)acetamide